C(\C=C\C1=CC=C(C=C1)O)(=O)O[C@@H](C=O)[C@@H](O)[C@H](O)[C@H](O)CO 2-O-p-Coumaroyl-D-glucose